thiazole-2-carboxamidine hydrochloride salt Cl.S1C(=NC=C1)C(=N)N